2,6-DICHLOROPHENYL ISOCYANIDE ClC1=C(C(=CC=C1)Cl)[N+]#[C-]